C1(=CC=CC=C1)C1=NN=C(S1)CNC(=O)C=1N=NN(C1)CC1(CC1)C(=O)OCC ethyl 1-((4-(((5-phenyl-1,3,4-thiadiazol-2-yl)methyl)carbamoyl)-1H-1,2,3-triazol-1-yl)methyl)cyclopropane-1-carboxylate